ClC=1N(C(C2=CC(=CC(=C2C1)\C(\C)=N\[S@](=O)C(C)(C)C)C)=O)C (R)-N-[(1E)-1-(3-chloro-2,7-dimethyl-1-oxoisoquinolin-5-yl)ethylidene]-2-methylpropane-2-sulfinamide